2-({(4E)-4-[3-(3-chlorophenyl)prop-2-yn-1-ylidene]-3,3-dimethylpiperidin-1-yl}carbonyl)pyridine-4-carbonitrile ClC=1C=C(C=CC1)C#C\C=C/1\C(CN(CC1)C(=O)C1=NC=CC(=C1)C#N)(C)C